C(C1=CC=CC=C1)(C1=CC=CC=C1)C1=C2C(C(C(OC2=CC=C1)(C1=CC=CC=C1)C(C1=CC=CC=C1)C1=CC=CC=C1)(O)C(C1=CC=CC=C1)C1=CC=CC=C1)(C(C1=CC=CC=C1)C1=CC=CC=C1)C(C1=CC=CC=C1)C1=CC=CC=C1 penta(benzhydryl)flavan-3-ol